[1-[(3,3-Difluorocyclobutyl)methyl]pyrazol-4-yl]-8-iodo-7-[(2-methyl-1H-benzimidazol-5-yl)oxy]quinoxaline FC1(CC(C1)CN1N=CC(=C1)C1=NC2=C(C(=CC=C2N=C1)OC1=CC2=C(NC(=N2)C)C=C1)I)F